3-(Trimethoxysilyl)-propyldimethyloctadecylammonium chlorid [Cl-].CO[Si](CCC[N+](CCCCCCCCCCCCCCCCCC)(C)C)(OC)OC